6,6-dimethyl-3-((7-(2-(((R)-morpholin-2-yl)methyl)-5-(trifluoromethyl)pyridin-3-yl)thieno[3,2-b]pyridin-2-yl)methyl)-3-azabicyclo[3.1.0]hexane-2,4-dione 2,2,2-trifluoroacetate FC(C(=O)O)(F)F.CC1(C2C(N(C(C12)=O)CC1=CC2=NC=CC(=C2S1)C=1C(=NC=C(C1)C(F)(F)F)C[C@@H]1CNCCO1)=O)C